ClC1=C2NC=NC2=NC=N1 6-chloropurine